C1OC(CC2=CC=CC=C12)=O 1,4-dihydro-3H-isochromen-3-one